tert-butyl 3-{[(1S)-1-[4-({2-chloro-7-[(1S)-1-methoxyethyl]-[1,2,4]triazolo[1,5-a]pyrimidin-6-yl}amino)phenyl]-2,2,2-trifluoroethyl](methyl)carbamoyl}piperidine-1-carboxylate ClC1=NN2C(N=CC(=C2[C@H](C)OC)NC2=CC=C(C=C2)[C@@H](C(F)(F)F)N(C(=O)C2CN(CCC2)C(=O)OC(C)(C)C)C)=N1